FC1=CC(=C(C=C1)C=1C=CC=C2C=NC(=NC12)NC=1C=CC(=C(C(=O)NC2=CC=C(C(=O)OCC)C=C2)C1)C)OC(C)C ethyl 4-(5-((8-(4-fluoro-2-isopropoxyphenyl)quinazolin-2-yl)amino)-2-methylbenzamido)benzoate